O[C@@H]1C[C@H]2[C@H](CC3=CC=C(C=C3C2)OCC#N)[C@H]1CC[C@H](CCCCC)O 2-(((1R,2R,3aS,9aS)-2-hydroxy-1-((S)-3-hydroxyoctyl)-2,3,3a,4,9,9a-hexahydro-1H-cyclopenta[b]naphthalen-6-yl)oxy)acetonitrile